ClC1=CC=C(C(=N1)C(=O)NS(=O)(=O)C)N[C@H](C)C=1C=C(C=C2C(N(C(=NC12)C1=CC=2C(=NN(N2)C)C=C1)C)=O)C (R)-6-chloro-3-((1-(3,6-dimethyl-2-(2-methyl-2H-benzo[d][1,2,3]triazol-5-yl)-4-oxo-3,4-dihydroquinazolin-8-yl)ethyl)amino)-N-(methylsulfonyl)picolinamide